C(#N)C1=NC=C(C(=C1)C1=CC=2N(C=C1)N=C(C2)NC(=O)C2CC2)O[C@@H]2CN(CC2)CC2=NC=CC=C2 (S)-N-[5-[2-cyano-5-[(3S)-1-(2-pyridylmethyl)pyrrolidin-3-yl]oxy-4-pyridyl]pyrazolo[1,5-a]pyridin-2-yl]cyclopropanecarboxamide